C(C)(C)(C)OC(=O)N1CCN(CC1)C1CCNCC1 4-(4-piperidyl)piperazine-1-carboxylic acid tert-butyl ester